ClC1=CC=C(CCNS(=O)(=O)C=2C=NN(C2)CC=2N=C3N(C=C(C=C3)C3CC3)C2)C=C1 N-(4-chlorophenethyl)-1-((6-cyclopropylimidazo[1,2-a]pyridin-2-yl)methyl)-1H-pyrazole-4-sulfonamide